N-(5-(3-(3,3-dimethylazetidin-1-yl)propanamido)-2-methylpyridin-3-yl)-2-(1-methyl-1H-pyrazol-4-yl)pyrazolo[5,1-b]thiazole-7-carboxamide CC1(CN(C1)CCC(=O)NC=1C=C(C(=NC1)C)NC(=O)C=1C=NN2C1SC(=C2)C=2C=NN(C2)C)C